5-(5-chloro-2-(2-fluoro-3-(2-methoxyethoxy)-4-methylphenylamino)pyrimidin-4-ylamino)benzo[d]oxazol-2(3H)-one trifluoroacetate salt FC(C(=O)O)(F)F.ClC=1C(=NC(=NC1)NC1=C(C(=C(C=C1)C)OCCOC)F)NC=1C=CC2=C(NC(O2)=O)C1